N-[4-(2,4-difluorophenoxy)-3-(4-fluoro-1-methyl-6-oxopyridin-3-yl)phenyl]ethanesulfonamide FC1=C(OC2=C(C=C(C=C2)NS(=O)(=O)CC)C2=CN(C(C=C2F)=O)C)C=CC(=C1)F